C1(CCCCC1)C=1C=C(C=CC1OCCO)C1(CCCCC1)C1=CC(=C(C=C1)OCCO)C1CCCCC1 1,1-bis[3-cyclohexyl-4-(2-hydroxyethoxy)phenyl]cyclohexane